C1CC12CCN(CC2)C2=C(C=CC(=C2)C(F)(F)F)NC(C(C)(C)N2N=CC(=C2)I)=O N-(2-(6-azaspiro[2.5]oct-6-yl)-4-(trifluoromethyl)phenyl)-2-(4-iodo-1H-pyrazole-1-yl)-2-methylpropanamide